C[Si](CCOCN1N=C2C(=CC=CC2=C1)N)(C)C 2-((2-(trimethylsilyl)ethoxy)methyl)-2H-indazol-7-amine